ClC1=CC(=C(C=C1)C1OC2=CC=CC(=C2CC1)N1CCN(CC1)CC1=NC=2C(=NC(=CC2)C(=O)O)N1C[C@H]1OCC1)F 2-((4-(2-(4-Chloro-2-fluorophenyl)chroman-5-yl)piperazin-1-yl)methyl)-3-((S)-oxetan-2-ylmethyl)-3H-imidazo[4,5-b]pyridine-5-carboxylic acid